ethyl-hydroxyethyl-methyl-ammonium distearate C(CCCCCCCCCCCCCCCCC)(=O)[O-].C(CCCCCCCCCCCCCCCCC)(=O)[O-].C(C)[NH+](C)CCO.C(C)[NH+](CCO)C